L-aspartic acid calcium magnesium [Mg].[Ca].N[C@@H](CC(=O)O)C(=O)O